FC(C1=NNC=2CC(CCC12)=O)(F)F 3-(trifluoro-methyl)-1,4,5,7-tetra-hydroindazol-6-one